isononyl isobutyryl peroxide C(C(C)C)(=O)OOCCCCCCC(C)C